C(C)(C)(C)OC(=O)NC=1C(=CC(=NC1)Cl)CCC(=O)OCC ethyl 3-(5-((tert-butoxycarbonyl)amino)-2-chloropyridin-4-yl)propanoate